5-fluorophenyl-phosphonic acid FC=1C=CC=C(C1)P(O)(O)=O